ClC1=C(OC=2C=C(C(=O)O)C=CC2)C=CC(=C1)Cl 3-(2,4-dichlorophenoxy)benzoic acid